C12(CC3CC(CC(C1)C3)C2)C=2C=C(C=CC2O[Si](C)(C)C(C)(C)C)C2=CC=C(C=C2)C=O 3'-(Adamantan-1-yl)-4'-tert-butyldimethylsilyloxybiphenyl-4-aldehyde